(R)-6-(8-chloro-4-(1-(5-((pyridin-3-ylmethyl)amino)pyridin-3-yl)ethyl)-5,6-dihydro-4H-[1,4]oxazepino[5,6,7-de]quinazolin-9-yl)-4-methyl-5-(trifluoromethyl)pyridin-2-amine ClC1=C2C=3C(=NC=NC3C=C1C1=C(C(=CC(=N1)N)C)C(F)(F)F)N(CCO2)[C@H](C)C=2C=NC=C(C2)NCC=2C=NC=CC2